(±)-N-(3-Bromo-2-fluorophenyl)-7-[2-(morpholin-4-yl)ethyl]-7,8-dihydro[1,4]dioxino[2,3-g]quinazolin-4-amine BrC=1C(=C(C=CC1)NC1=NC=NC2=CC3=C(C=C12)O[C@@H](CO3)CCN3CCOCC3)F |r|